tert-butyl 4-[2-(methanesulfonyloxy)ethyl]-4,7-diazaspiro[2.5]octane-7-carboxylate CS(=O)(=O)OCCN1C2(CC2)CN(CC1)C(=O)OC(C)(C)C